C(CCC(=O)[O-])(=O)OC1=CC(C(C)C)=CC=C1C carvacryl succinate